2,6-dioctadecyl-4-methyl-phenol C(CCCCCCCCCCCCCCCCC)C1=C(C(=CC(=C1)C)CCCCCCCCCCCCCCCCCC)O